Tert-butyl 4-(7-bromo-3-methyl-2-Quinolyl)piperidine-1-carboxylate BrC1=CC=C2C=C(C(=NC2=C1)C1CCN(CC1)C(=O)OC(C)(C)C)C